6-chloro-4-{4-[(1H-indazol-7-yl)methyl]piperazin-1-yl}-1-methyl-2-oxo-1,2-dihydro-1,5-naphthyridine ClC=1N=C2C(=CC(N(C2=CC1)C)=O)N1CCN(CC1)CC=1C=CC=C2C=NNC12